O[C@@H]1CC(N(C1)C1=NC=C(C=C1)NC1=NC=C(C(=N1)NC=1C=CC2=C(NC(O2)=O)C1)C)=C N2-[2-(4R-hydroxy-2-methylidene-pyrrolidin-1-yl)pyridin-5-yl]-5-methyl-N4-(2-oxo-2,3-dihydro-1,3-benzoxazol-5-yl)-2,4-pyrimidinediamine